CNC(=O)C1=CC=C(C=C1)CNC(O[C@H]1[C@H](NC[C@@H]1O)CC1=CC=C(C=C1)OC)=O (2R,3S,4S)-4-hydroxy-2-[(4-methoxyphenyl)methyl]pyrrolidin-3-yl N-{[4-(methylcarbamoyl)phenyl]methyl}carbamate